O1CCC(CC1)N1CC=2N(CC1=O)C=CN2 7-(tetrahydro-2H-pyran-4-yl)-7,8-dihydroimidazo[1,2-a]pyrazin-6(5H)-one